C(C1=CC=CC=C1)(=O)C1=CC=CC2=C1C(OC(=N2)C2=CC=CC=C2)=O benzoylphenyl-3,1-benzoxazin-4-one